C(C=C)C(C[P])CC=C diallylethyl-phosphorus